ClC1=C(C=C(C=C1)Cl)C1=CC(=CC=C1)C(=O)N[C@H]1[C@H]2CC[C@@H](C1)N2C#N 2',5'-dichloro-N-((1R,2R,4S)-7-cyano-7-azabicyclo[2.2.1]heptan-2-yl)[biphenyl]-3-carboxamide